1,1,2,3,3,4,4,5,5,5-decafluoropentane FC(C(C(C(C(F)(F)F)(F)F)(F)F)F)F